NC1=NC=C(C=N1)C1=NN2C(C(=N1)N1CCOCC1)=CC(=C2)C(=O)N 2-(2-aminopyrimidin-5-yl)-4-morpholinopyrrolo[2,1-f][1,2,4]triazine-6-carboxamide